OC=1C(NC=NC1CN1C(N([C@@H](C1)C1=CC=C(C=C1)C#CC1=CC=C(C=C1)CN1CCOCC1)C(C)C)=O)=O (R)-5-hydroxy-6-((3-isopropyl-4-(4-((4-(morpholinomethyl)phenyl)ethynyl)phenyl)-2-oxoimidazolidin-1-yl)methyl)pyrimidin-4(3H)-one